8-(4,4-difluorocyclohex-1-en-1-yl)-N-(3-hydroxy-2-methylpropyl)quinoline-3-carboxamide FC1(CC=C(CC1)C=1C=CC=C2C=C(C=NC12)C(=O)NCC(CO)C)F